ClC1=C(C=C(C(=C1NC=1C(=C2C(N(C=NC2=CC1)C)=O)C)F)F)NS(=O)(=O)N1CCCC1 N-(2-chloro-3-((3,5-dimethyl-4-oxo-3,4-dihydroquinazolin-6-yl)amino)-4,5-difluorophenyl)pyrrolidine-1-sulfonamide